1-[4-(1-Methyl-1H-indazol-3-yl)-phenyl]-3-oxazol-5-ylmethyl-urea CN1N=C(C2=CC=CC=C12)C1=CC=C(C=C1)NC(=O)NCC1=CN=CO1